methyl ((4-(4-(5-fluoroisoindoline-2-carboxamido)phenyl)-3,6-dihydropyridin-1(2H)-yl)sulfonyl)carbamate FC=1C=C2CN(CC2=CC1)C(=O)NC1=CC=C(C=C1)C=1CCN(CC1)S(=O)(=O)NC(OC)=O